NCCC[Si](C)(C(C)C)C(C)C 3-aminopropyl-(diisopropylmethylsilane)